N-[(1r,3r)-3-(3-chloro-4-cyanophenoxy)cyclobutyl]pyridine-3-carboxamide ClC=1C=C(OC2CC(C2)NC(=O)C=2C=NC=CC2)C=CC1C#N